(3R)-4-amino-3-methyl-N-((3R,4S)-3-methyltetrahydro-2H-pyran-4-yl)-N-((5-(trifluoromethyl)-2-pyridinyl)methyl)-1,3-dihydrofuro[3,4-c]quinoline-8-carboxamide NC1=NC=2C=CC(=CC2C2=C1[C@H](OC2)C)C(=O)N(CC2=NC=C(C=C2)C(F)(F)F)[C@@H]2[C@H](COCC2)C